C(C)(C)C1(C(C2C(C(C1C=C2)C(=O)O)C(=O)O)C)C(C)C diisopropyl-7-methyl-bicyclo[2.2.2]oct-5-ene-2,3-dicarboxylic acid